(E)-3-[7-[3-(trifluoromethyl)phenoxy]-5-quinolyl]prop-2-enamide FC(C=1C=C(OC2=CC(=C3C=CC=NC3=C2)/C=C/C(=O)N)C=CC1)(F)F